(E)-di-benzyl-N,N-dimethyl-N-propyl-ammonium chloride [Cl-].C(C1=CC=CC=C1)C(CC)([NH+](C)C)CC1=CC=CC=C1